tert-Butyl (R)-3-(4-(8-(7-acetyl-3-(tetrahydro-2H-pyran-4-yl)-5,6,7,8-tetrahydroimidazo[1,5-a]pyrazin-1-yl)isoquinolin-3-yl)phenoxy)pyrrolidine-1-carboxylate C(C)(=O)N1CC=2N(CC1)C(=NC2C=2C=CC=C1C=C(N=CC21)C2=CC=C(O[C@H]1CN(CC1)C(=O)OC(C)(C)C)C=C2)C2CCOCC2